C(C)(C)(C)OC(=O)N[C@@H](C(=O)OC)CCC(=O)NC1=C(C=CC(=C1)[N+](=O)[O-])NC methyl (2R)-2-(tert-butoxycarbonylamino)-5-[2-(methylamino)-5-nitro-anilino]-5-oxo-pentanoate